(S)-N-(1-amino-4,4,4-trifluoro-2-methyl-1-oxobutan-2-yl)-9-bromo-8-methoxy-1-propyl-5,6-dihydropyrrolo[2,1-a]isoquinoline-3-carboxamide NC([C@@](CC(F)(F)F)(C)NC(=O)C1=CC(=C2N1CCC1=CC(=C(C=C21)Br)OC)CCC)=O